C(#N)C1=CC(=C(C=C1)C1C(=C(NC=2C(=CNC(C12)=O)C)C)C(=O)O)OC 4-(4-cyano-2-methoxyphenyl)-2,8-dimethyl-5-oxo-1,4,5,6-tetrahydro-1,6-naphthyridine-3-carboxylic acid